(3R)-3-amino-2,3-dihydrothiophene-1,1-dione N[C@H]1CS(C=C1)(=O)=O